N[C@@H](C(=O)NC=1N=NC(=C(C1)C1CC1)C1=C(C=C(C=C1)C#C)O)[C@@H](C)O (2R,3R)-2-amino-N-(5-cyclopropyl-6-(4-ethynyl-2-hydroxyphenyl)pyridazin-3-yl)-3-hydroxybutyramide